t-butyl-[1-(2-chlorophenyl)but-3-enyloxy]-dimethyl-silane C(C)(C)(C)[Si](C)(C)OC(CC=C)C1=C(C=CC=C1)Cl